6,7-dihydropyrazolo[4,3-c]Pyridin-4-one N1N=CC=2C(NCCC21)=O